molybdenum trioxide, rhenium salt [Re].[Mo](=O)(=O)=O